C(CCCCCCCCCCCCCCC)(=O)[C@]1(C(=C(C(=O)O1)O)O)[C@@H](O)CO palmitoyl-L-ascorbic acid